N=S1(CC(C1)(OC)OC)=O 1-imino-3,3-dimethoxy-1λ6-thietane-1-oxide